NCC1CCC(CC1)N1C2=NC(=NC=C2N=C1NC1=CC(=CC=C1)Cl)NC1(CCC1)C 9-((1s,4s)-4-(aminomethyl)cyclohexyl)-N8-(3-chlorophenyl)-N2-(1-methylcyclobutyl)-9H-purine-2,8-diamine